NC1=C(C=CC(=C1)N)C(C(=O)O)C.NC1=C(C=CC(=C1)N)C(=O)OCCC propyl 2,4-diaminophenylformate (2,4-diaminophenylpropionate)